2-(4-(difluoromethyl)piperidin-1-yl)-N-(6-(1,2-dimethyl-1H-imidazol-5-yl)isoquinolin-3-yl)acetamide FC(C1CCN(CC1)CC(=O)NC=1N=CC2=CC=C(C=C2C1)C1=CN=C(N1C)C)F